C(C)(C)(C)C1=NN=C(O1)C=1C(=NC(=NC1)NC1=CC(=C(C(=O)N(C)C)C=C1)C)N[C@H](CO)C1=CC=CC=C1 4-[[5-(5-tert-butyl-1,3,4-oxadiazol-2-yl)-4-[[(1S)-2-hydroxy-1-phenyl-ethyl]amino]pyrimidin-2-yl]amino]-N,N,2-trimethyl-benzamide